N-(3-(3,6-difluoropyridin-2-yl)-1-((1r,4r)-4-ethoxycyclohexyl)-1H-pyrazol-4-yl)-2-(1-(2-hydroxy-3-morpholinopropyl)-1H-pyrazol-4-yl)thiazole-4-carboxamide FC=1C(=NC(=CC1)F)C1=NN(C=C1NC(=O)C=1N=C(SC1)C=1C=NN(C1)CC(CN1CCOCC1)O)C1CCC(CC1)OCC